CCCCCCCCCCCCCCCCCCCCCCCCCCC(=O)N[C@@H](COP(=O)([O-])OCC[N+](C)(C)C)[C@@H]([C@@H](CCCCCCCCCCC(C)C)O)O The molecule is an N-acyl-4-hydroxy-15-methylhexadecasphinganine-1-phosphocholine in which the acyl group has 27 carbons and 0 double bonds. It derives from a 15-methylhexadecaphytosphingosine.